C(#N)CC(=O)N1C[C@@H]([C@H](C1)C)COC1=CC=NC2=CC(=C(C=C12)OC(C)C)C(=O)N 4-{[(3r,4r)-1-(cyanoacetyl)-4-methylpyrrolidin-3-yl]methoxy}-6-(prop-2-yloxy)quinoline-7-carboxamide